4-chloro-benzhydryl-methylamine hydrochloride Cl.ClC1=CC=C(C(C2=CC=CC=C2)NC)C=C1